CN([Si](N([Si](C)(C)C)C)=O)C.[Na] sodium hexamethyldisilazaneamide